thiomorpholino-methanone S1CCN(CC1)C=O